(1R,4S)-7-bromo-4'-chloro-4-methyl-2'-(methylthio)-3,4,5',8'-tetrahydro-2H-spiro[naphthalene-1,7'-pyrano[4,3-d]pyrimidine] BrC1=CC=C2[C@H](CC[C@@]3(CC=4N=C(N=C(C4CO3)Cl)SC)C2=C1)C